2-(1-hydroxy-1-methylethyl)-2,5-dihydrofuran OC(C)(C)C1OCC=C1